2-[7,8-difluoro-3-(methoxymethoxy)-1-naphthyl]-4,4,5,5-tetramethyl-1,3,2-dioxaborolane FC1=CC=C2C=C(C=C(C2=C1F)B1OC(C(O1)(C)C)(C)C)OCOC